C1(CC1)C(=O)NC=1SC2=C(N1)C=CC(=C2)C=2C=NC(=C(C(=O)N[C@@H](C)C1=C(C=CC=C1)OC(F)(F)F)C2)OC (S)-5-(2-(cyclopropanecarboxamido)benzothiazol-6-yl)-2-methoxy-N-(1-(2-(trifluoromethoxy)phenyl)ethyl)nicotinamide